O1[C@@H]2[C@@H](NCC1)CN(CC2)C(=O)OC(C)(C)C (4aS,8aS)-tert-butyl hexahydro-2H-pyrido[4,3-b][1,4]oxazine-6(7H)-carboxylate